hydrogen sulfite (hydrogen sulfite) S(=O)(O)O.S(=O)(O)O